ClC=1C=C(C=CC1OCC1=NC=CC=C1)NC=1C2=C(N=CN1)NC=C2C2CN(C2)C(C=C)=O 1-(3-(4-((3-chloro-4-(pyridin-2-ylmethoxy)phenyl)amino)-7H-pyrrolo[2,3-d]pyrimidin-5-yl)azetidin-1-yl)prop-2-en-1-one